6-(3-Fluoro-5-isobutoxyphenyl)-2-[4-(methoxymethyl)-1-piperidyl]-N-(1H-pyrazol-5-ylsulfonyl)pyridin-3-carboxamid FC=1C=C(C=C(C1)OCC(C)C)C1=CC=C(C(=N1)N1CCC(CC1)COC)C(=O)NS(=O)(=O)C1=CC=NN1